2,6-dibromo-4-isopropoxypyridine BrC1=NC(=CC(=C1)OC(C)C)Br